FC=1C=C(C=CC1N1CCC(CC1)C=1C(=NC(=C(C1)F)O)C)C1C(NC(CC1)=O)=O 3-[3-Fluoro-4-[4-(5-fluoro-6-hydroxy-2-methyl-3-pyridyl)-1-piperidyl]phenyl]piperidine-2,6-dione